3-(8-bromo-2-methyl-4-oxo-5,6-dihydro-2H-2,6-methanobenzo[g][1,3,5]oxadiazocine-3(4H)-yl)benzoic acid BrC=1C=CC2=C(C3NC(N(C(O2)(C3)C)C=3C=C(C(=O)O)C=CC3)=O)C1